O-Acetyl-L-serine hydrochloride Cl.C(C)(=O)OC[C@H](N)C(=O)O